N-(1-methylpentyl)-bicyclo[2.2.1]Hept-5-ene-2,3-dicarboximide CC(CCCC)N1C(=O)C2C3C=CC(C2C1=O)C3